N[C@H](CO)C[C@H](C1=CN=CS1)SC1=C(C=CC(=C1)C(F)(F)F)Cl (2S,4R)-2-amino-4-(2-chloro-5-trifluoromethyl-phenylsulfanyl)-4-thiazol-5-yl-butan-1-ol